ClC1=C(C(=C(C(=C1)F)C1=CC(=CC=C1F)S(=O)(=O)Cl)Cl)S(=O)(=O)Cl dichloro-6,6'-difluoro-[1,1'-biphenyl]-3,3'-disulfonyl dichloride